2-(5-amino-3,3-dimethyl-2-oxo-indolin-1-yl)-N,N-dimethyl-acetamide NC=1C=C2C(C(N(C2=CC1)CC(=O)N(C)C)=O)(C)C